FC=1C(=NC(=NC1)N1CCC(CC1)F)NC1=CC(=NO1)C1=CC=C(C=C1)OC N-(5-Fluoro-2-(4-fluoropiperidin-1-yl)pyrimidin-4-yl)-3-(4-methoxyphenyl)isoxazol-5-amine